tert-butyl (R)-(2-(3-hydroxypropoxy)-1-(5-(2-methoxyquinolin-3-yl)-1H-imidazol-2-yl)ethyl)carbamate OCCCOC[C@@H](C=1NC(=CN1)C=1C(=NC2=CC=CC=C2C1)OC)NC(OC(C)(C)C)=O